OC(CC(=O)O)(CCC)CCC 3-hydroxy-3-propylhexanoic acid